C1(CCCCC1)NC(CC1=CC(=CC=C1)OC)=O N-cyclohexyl-2-(3-methoxyphenyl)acetamide